NC1=NC=NC(=C1OCCN(C(OC(C)(C)C)=O)C)C1=C(C(=CC(=C1)F)NC(=O)C=1C=C2CCC(C2=CC1F)(C)C)C Tert-butyl (2-((4-amino-6-(5-fluoro-3-(6-fluoro-1,1-dimethyl-2,3-dihydro-1H-indene-5-carboxamido)-2-methylphenyl)pyrimidin-5-yl)oxy)ethyl)(methyl)carbamate